2,2-dimethyl-4,7,10-trioxo-5,8,11-tri(prop-2-yn-1-yl)-3-oxa-5,8,11-triazatridecan-13-yl (2-(trimethylammonio)ethyl) phosphate P(=O)(OCCN(C(CN(C(CN(C(OC(C)(C)C)=O)CC#C)=O)CC#C)=O)CC#C)(OCC[N+](C)(C)C)[O-]